FC(C=1C(=C(C=CC1)[C@@H](C)NC=1C2=C(N=C(N1)C)C=NC(=C2)C=2C=CC(=C(CN1CCC(CC1)C1=CC=C(C=C1)[C@@]1(CNCCC1)C)C2)F)F)F (R)-3-(4-(1-(5-(4-(((R)-1-(3-(Difluoromethyl)-2-fluorophenyl)ethyl)amino)-2-methylpyrido[3,4-d]pyrimidin-6-yl)-2-fluorobenzyl)piperidin-4-yl)phenyl)-3-methylpiperidine